4-acryl-3,4-dihydroquinoxalin-2(1H)-one C(=O)(C=C)N1CC(NC2=CC=CC=C12)=O